4-(6-Methoxy-1H-indazol-5-yl)-N-(5-(2-methoxynicotinoyl)-5,6-dihydro-4H-pyrrolo[3,4-d]thiazol-2-yl)-6-methylnicotinamide COC1=C(C=C2C=NNC2=C1)C1=CC(=NC=C1C(=O)NC=1SC2=C(N1)CN(C2)C(C2=C(N=CC=C2)OC)=O)C